C(C)OC(=O)C=1C=NN(C1C(F)F)[C@H]1CN(CCC1)C1=C(C=CC(=C1)C(F)(F)F)OCC1=CC=C(C=C1)OC 5-(difluoromethyl)-1-[(3R)-1-{2-[(4-methoxyphenyl)methoxy]-5-(trifluoromethyl)phenyl}piperidin-3-yl]-1H-pyrazole-4-carboxylic acid ethyl ester